sodium octanesulfonate potassium dihydrogen phosphate P(=O)(O)(O)[O-].[K+].C(CCCCCCC)S(=O)(=O)[O-].[Na+]